COC1=NC(=CC(=C1)B(O)O)OC 2,6-DIMETHOXYPYRIDIN-4-YLBORONIC ACID